3-fluoro-5-[[(1R)-19,19,19-trifluoro-1-(hydroxymethyl)nonadecoxy]methyl]benzonitrile FC=1C=C(C#N)C=C(C1)CO[C@H](CCCCCCCCCCCCCCCCCC(F)(F)F)CO